NC=1C=C(C(=C2CCC(C(C12)=O)(COCCO)N=[N+]=[N-])C)F 8-Amino-2-azido-6-fluoro-2-((2-hydroxyethoxy)methyl)-5-methyl-3,4-dihydronaphthalen-1(2H)-one